C(C)C1=NC=2C(=NC(=CC2)C(=O)O)N1C[C@H]1OCC1 ethyl-3-(((S)-oxetan-2-yl)methyl)-3H-imidazo[4,5-b]Pyridine-5-carboxylic acid